cumidin CC(C)C1=CC=C(C=C1)N